ClC=1C(=C(C(=O)OC)C=CC1Cl)C methyl 3,4-dichloro-2-methylbenzoate